BrC=1C=C(C=C2CC\C(\C(C12)=O)=C/O)N(C(OC(C)(C)C)=O)C(=O)OC(C)(C)C tert-Butyl N-[(2E)-8-bromo-2-(hydroxymethylene)-1-oxo-tetralin-6-yl]-N-tert-butoxycarbonyl-carbamate